methyl 3-(6-cyano-2'-methylbiphenyl-3-yl)-3-(4-methyl-2-(2-oxopyridin-1(2H)-yl)pentanamido)propanoate C(#N)C1=CC=C(C=C1C1=C(C=CC=C1)C)C(CC(=O)OC)NC(C(CC(C)C)N1C(C=CC=C1)=O)=O